FC=1C=CC(=C(C(=O)NCC2=CC=C(C=C2)N2N=CC=3C(=NC=C(C32)C(=O)N)C3=NC=NC=C3)C1)OC (4-((5-fluoro-2-methoxybenzamido)methyl)phenyl)-4-(pyrimidin-4-yl)-1H-pyrazolo[4,3-c]pyridine-7-carboxamide